3-Methyl-5-[2-(5-trifluoromethoxy-chinolin-8-sulfonylamino)-phenylethynyl]-pyridin CC=1C=NC=C(C1)C#CC1=C(C=CC=C1)NS(=O)(=O)C=1C=CC(=C2C=CC=NC12)OC(F)(F)F